(R)-2-fluoro-N-(3-methyl-1-(2-methyl-1-oxo-4-phenyl-2,8-diazaspiro[4.5]dec-3-en-8-yl)-1-oxobutan-2-yl)-5-(trifluoromethyl)benzamide FC1=C(C(=O)N[C@@H](C(=O)N2CCC3(C(=CN(C3=O)C)C3=CC=CC=C3)CC2)C(C)C)C=C(C=C1)C(F)(F)F